CN(C(O)=O)C1=NC2=C(N1)C=CC(=C2)C2=C(C(=CC(=C2)CC2=NNC(C1=CC=CC=C21)=O)F)F.C(C=C(C)CCC=C(C)CCC=C(C)C)SC[C@H](N)C(=O)O S-farnesyl-cysteine Methyl-(5-(2,3-difluoro-5-((4-oxo-3,4-dihydrophthalazin-1-yl)methyl)phenyl)-1H-benzoimidazol-2-yl)carbamate